N-(1-(5-(trifluoromethyl)pyridin-2-yl)ethyl)propan-2-amine FC(C=1C=CC(=NC1)C(C)NC(C)C)(F)F